7-chloro-3-(((5-(diethylamino)penta-2-yl)amino)methylene)quinoline-2,4(1H,3H)-dione ClC1=CC=C2C(C(C(NC2=C1)=O)=CNC(C)CCCN(CC)CC)=O